3-((1-((6-(1,1-difluoroethyl)-3-oxo-2,3-dihydropyridazin-4-yl)methyl)-6-oxo-4-(trifluoromethyl)-1,6-dihydropyrimidin-5-yl)oxy)-2-fluorobenzonitrile FC(C)(F)C=1C=C(C(NN1)=O)CN1C=NC(=C(C1=O)OC=1C(=C(C#N)C=CC1)F)C(F)(F)F